6-(6-amino-2-fluoro-5-(1-oxo-1,2,3,4-tetrahydroisoquinolin-6-yl)pyridin-3-yl)-1'-(2-methoxyethyl)spiro[chromane-2,4'-piperidin]-4-one NC1=C(C=C(C(=N1)F)C=1C=C2C(CC3(CCN(CC3)CCOC)OC2=CC1)=O)C=1C=C2CCNC(C2=CC1)=O